COC(CN1C(C2=CC=C(C=C2C1=O)B1OC(C(O1)(C)C)(C)C)COCC[Si](C)(C)C)=O 2-[3-oxo-5-(4,4,5,5-tetramethyl-1,3,2-dioxaborolan-2-yl)-1-{[2-(trimethylsilyl)ethoxy]methyl}-2,3-dihydro-1H-isoindol-2-yl]acetic acid methyl ester